benzo[d][1,2,3]triazole-5-carboxamide N1=NN=C2C1=CC=C(C2)C(=O)N